C12N(CC(C1)C2)C=2C=1N(C=NC2C=2C=NNC2)N=C(N1)N[C@@H]1[C@@H](COCC1)F 8-(2-azabicyclo[2.1.1]hexan-2-yl)-N-((3S,4S)-3-fluorotetrahydro-2H-pyran-4-yl)-7-(1H-pyrazol-4-yl)-[1,2,4]triazolo[1,5-c]pyrimidin-2-amine